bis(4-hydroxyphenyl)-1-phenylethane OC1=CC=C(C=C1)C(C)(C1=CC=CC=C1)C1=CC=C(C=C1)O